1-(naphthalen-2-ylmethyl)-2-oxo-1,2-dihydropyridine-4-carboxamide C1=C(C=CC2=CC=CC=C12)CN1C(C=C(C=C1)C(=O)N)=O